C(C)N(CCCOC1=C(C=C2C(=CC=NC2=C1)OC1=C(C=C(C=C1)NC(=O)[C@]1([C@H](C1)C)C(=O)NC1=CC=C(C=C1)F)F)OC)CC (1R,2S)-N-(4-{[7-{[3-(Diethylamino)propyl]oxy}-6-(methyloxy)chinolin-4-yl]oxy}-3-fluorophenyl)-N'-(4-fluorophenyl)-2-methylcyclopropan-1,1-dicarboxamid